C(CC)N(CCCCC(CCCCCCC(C(=O)[O-])CCCCCC(CCCC(C)C)C)(CCCCCCC(C(=O)[O-])CCCCCC(CCCC(C)C)C)O)CCC 7-(4-(dipropylamino)butyl)-7-hydroxytridecane-1,13-diylbis(8,12-dimethyltridecanoate)